(3s,4r)-1-((4-(7-methoxy-1H-indazol-5-yl)phenyl)sulfonyl)-4-((5-(trifluoromethyl)pyridin-2-yl)amino)piperidin-3-ol COC=1C=C(C=C2C=NNC12)C1=CC=C(C=C1)S(=O)(=O)N1C[C@@H]([C@@H](CC1)NC1=NC=C(C=C1)C(F)(F)F)O